FC=1C=C2C(C(=CN3C2=C(C1F)OCC3C)CN(CC3=CC(=NC=C3)C)[C@@H]3CN(CCC3)C=3C=NC(=CC3)C)=O 9,10-difluoro-3-methyl-6-((((S)-1-(6-methylpyridin-3-yl)piperidin-3-yl)((2-methylpyridin-4-yl)methyl)amino)methyl)-2,3-dihydro-7H-[1,4]oxazino[2,3,4-ij]quinolin-7-one